[Si](C)(C)(C(C)(C)C)OCCN1C2CN(CC1CC2)C 8-(2-((tert-butyldimethylsilyl)oxy)ethyl)-3-methyl-3,8-diazabicyclo[3.2.1]octane